tert-butyl (2R,4R)-2-[[2-[(4,4-difluorocyclohexyl)amino]-2-oxo-1-thiazol-5-yl-ethyl]-[4-(pentafluoro-λ6-sulfanyl)phenyl]carbamoyl]-4-methoxy-pyrrolidine-1-carboxylate FC1(CCC(CC1)NC(C(C1=CN=CS1)N(C(=O)[C@@H]1N(C[C@@H](C1)OC)C(=O)OC(C)(C)C)C1=CC=C(C=C1)S(F)(F)(F)(F)F)=O)F